COC(C=C(C1=CC=CC=C1)C1=C(C=CC(=C1)OCCCCC)OCOC)=O 3-(2-methoxymethoxy-5-pentyloxy-phenyl)-3-(phenyl)-acrylic acid methyl ester